1-ethyl-4-hydroxy-3-(2,2,2-trifluoroethan-1-one-1-yl)benzo[h]quinolin-2(1H)-one C(C)N1C(C(=C(C2=CC=C3C(=C12)C=CC=C3)O)C(C(F)(F)F)=O)=O